FC1=C(C#N)C(=CC=C1)C1=CC2=C(N(C1=O)C=1C=NC=CC1)COC=1C2=NC=C(C1)F 2-fluoro-6-(3-fluoro-8-oxo-7-(pyridin-3-yl)-7,8-dihydro-6H-pyrano[3,2-b:5,4-b']dipyridin-9-yl)benzonitrile